N1(CCCC1)CC1=CNC=2C=CC=C(C12)O 3-(Pyrrolidin-1-ylmethyl)-1H-indol-4-ol